3-(tetrahydro-2H-pyran-4-ylmethoxy)-5-[5-(trifluoromethyl)-1,3-thiazol-2-yl]benzoic acid O1CCC(CC1)COC=1C=C(C(=O)O)C=C(C1)C=1SC(=CN1)C(F)(F)F